(2S,4R/S)-4-(4-(benzyloxy)benzoyl)-5-oxopyrrolidine-2-carboxylic acid C(C1=CC=CC=C1)OC1=CC=C(C(=O)[C@H]2C[C@H](NC2=O)C(=O)O)C=C1 |&1:14|